(S)-1-(3-(benzothien-3-yl)-2-(dimethylamino)propyl)-3-(2-(thiophen-2-yl)ethyl)urea S1C=C(C2=C1C=CC=C2)C[C@@H](CNC(=O)NCCC=2SC=CC2)N(C)C